2-(5-(benzyloxy)-2-methylbenzofuran-3-yl)-4,4,5,5-tetramethyl-1,3,2-dioxaborolane C(C1=CC=CC=C1)OC=1C=CC2=C(C(=C(O2)C)B2OC(C(O2)(C)C)(C)C)C1